(2s,4s)-4-hydroxypyrrolidine-1,2-dicarboxylic acid 1-(tert-butyl) ester 2-methyl ester COC(=O)[C@H]1N(C[C@H](C1)O)C(=O)OC(C)(C)C